CC1=C(C=CC=C1NC(=O)C1=CC(=C(C=N1)CN[C@H](CC(=O)O)CO)OC)C1=C(C(=CC=C1)NC(=O)C1=CC(=C(C=N1)CN[C@H](CC(=O)O)CO)OC)C (3R,3'R)-3,3'-((((((2,2'-dimethyl-[1,1'-biphenyl]-3,3'-diyl)bis(azanediyl))bis(carbonyl))bis(4-methoxypyridine-6,3-diyl))bis(methylene))bis(azanediyl))bis(4-hydroxybutanoic acid)